6-(5-cyclopropyl-3-ethylthiopyridin-2-yl)-2,2-difluoro-5-difluoromethyl-5H-[1,3]dioxolo[4',5':4,5]benzo[1,2-d]imidazole C1(CC1)C=1C=C(C(=NC1)C=1N(C2=C(N1)C=C1C(=C2)OC(O1)(F)F)C(F)F)SCC